C(C)OC(CCCCCCCCC)=O ethyl-caprinate